(S)-N-(8-(2-chloro-5-fluorophenyl)-3-(3-(dimethylamino)acryloyl)-6-oxo-5,6,7,8-tetrahydroimidazo[1,5-a]pyrazin-1-yl)-3-fluoro-5-(trifluoromethyl)benzamide ClC1=C(C=C(C=C1)F)[C@H]1C=2N(CC(N1)=O)C(=NC2NC(C2=CC(=CC(=C2)C(F)(F)F)F)=O)C(C=CN(C)C)=O